ethyl (2E)-3-[1-(3-{[2-(benzyloxy)ethyl](methyl)amino}propyl)-4-methyl-1H-benzotriazol-5-yl]prop-2-enoate C(C1=CC=CC=C1)OCCN(CCCN1N=NC2=C1C=CC(=C2C)/C=C/C(=O)OCC)C